FC=1C=C(C=CC1OC)C(CCC(C)C)=O 1-(3-fluoro-4-methoxyphenyl)-4-methylpentan-1-one